C1(CC1)C=1N=CC(=NC1)C=1N(C(C2=CC(=CC=C2C1C(C)C)F)=O)C1=C(C=CC=C1)C (5-Cyclopropylpyrazin-2-yl)-7-fluoro-4-isopropyl-2-(o-tolyl)isoquinolin-1(2H)-one